2-amino-4-phenylbutyric acid NC(C(=O)O)CCC1=CC=CC=C1